COC1C2C3=CC=CC=C3C(CC1)N2 9-Methoxy-12-azatricyclo[6.3.1.02,7]dodeca-2,4,6-triene